C1(CCCC1)C1=CC=C(C(=N1)OC1=CC=CC=C1)C=1N=NN(C1)C1CS(C=C1)(=O)=O 3-(4-(6-cyclopentyl-2-phenoxypyridin-3-yl)-1H-1,2,3-triazol-1-yl)-2,3-dihydrothiophene 1,1-dioxide